6-[2-[6-(2-butyloctanoyloxy)hexoxy]-3-[2-[2-[2-(2-methylsulfonyloxyethoxy)ethoxy]ethoxy]ethoxy]propoxy]hexyl 2-butyloctanoate C(CCC)C(C(=O)OCCCCCCOCC(COCCOCCOCCOCCOS(=O)(=O)C)OCCCCCCOC(C(CCCCCC)CCCC)=O)CCCCCC